methyl (S)-2-(3-fluoro-4-(4,4,5,5-tetramethyl-1,3,2-dioxaborolan-2-yl)benzyl)-1-(oxetan-2-ylmethyl)-1H-benzo[d]imidazole-6-carboxylate FC=1C=C(CC2=NC3=C(N2C[C@H]2OCC2)C=C(C=C3)C(=O)OC)C=CC1B1OC(C(O1)(C)C)(C)C